5-(8-chloroquinolin-6-yl)-6-phenyl-3-(pyridin-3-ylmethoxy)pyrazin-2-amine ClC=1C=C(C=C2C=CC=NC12)C=1N=C(C(=NC1C1=CC=CC=C1)N)OCC=1C=NC=CC1